CC1=NC2=CC=CC(=C2N=C1C)N1C[C@H](N([C@H](C1)C)C(=O)OC(C)(C)C)C cis-tert-butyl (2R,6S)-4-(2,3-dimethylquinoxalin-5-yl)-2,6-dimethylpiperazine-1-carboxylate